ethylenebis(cyclohexylcarbodiimide) C(CN=C=NC1CCCCC1)N=C=NC1CCCCC1